O1CC[C@H]2[C@@H]1CN(C2)C2=NC1=CC=C(C=C1C=C2)CN2C[C@H]([C@@H](C2)COC)OC=2C=C1CN(C(C1=CC2)=O)[C@@H]2C(NC(CC2)=O)=O |o1:3,4| (S)-3-(5-(((3S,4S)-1-((2-((3aR*,6aR*)-hexahydro-5H-furo[2,3-c]pyrrol-5-yl)quinolin-6-yl)methyl)-4-(methoxymethyl)pyrrolidin-3-yl)oxy)-1-oxoisoindolin-2-yl)piperidine-2,6-dione